Cl.Cl.C(N)(=N)C1=C2C(=C(NC2=CC=C1)C1=CC=CC=C1)C(N)=N diamidino-2-phenylindole-dihydrochloride